N-(4-(4-amino-2,6-dichlorophenyl)-3,5-dimethylphenyl)-3-fluoro-5-methoxybenzamide NC1=CC(=C(C(=C1)Cl)C1=C(C=C(C=C1C)NC(C1=CC(=CC(=C1)OC)F)=O)C)Cl